C(#N)C1(CC(CC(C1)(C)C)=O)C 3-cyano-3,5,5-trimethylcyclohexanone